N-(5-(2,6-diazaspiro[3.3]hept-2-yl)pyridin-2-yl)-8-bromoquinazolin-2-amine C1N(CC12CNC2)C=2C=CC(=NC2)NC2=NC1=C(C=CC=C1C=N2)Br